oxovinyl-quinolinecarboxylic acid O=C=CC=1C(=NC2=CC=CC=C2C1)C(=O)O